1-(4-fluoro-2-methylphenyl)-3-(2-methoxy-5-methylpyridin-4-yl)-7-(trifluoromethyl)-2,3-dihydroquinazolin-4(1H)-one FC1=CC(=C(C=C1)N1CN(C(C2=CC=C(C=C12)C(F)(F)F)=O)C1=CC(=NC=C1C)OC)C